ethyl 5-(1-methylsulfonylcyclopropyl)-1,3,4-oxadiazole-2-carboxylate CS(=O)(=O)C1(CC1)C1=NN=C(O1)C(=O)OCC